2-[(1S,4S)-2-oxa-5-azabicyclo[2.2.1]heptan-5-yl]-5,7-dihydrofuro[3,4-b]pyridine-3-carboxylic acid [C@@H]12OC[C@@H](N(C1)C1=C(C=C3C(=N1)COC3)C(=O)O)C2